butoxypyridine C(CCC)OC1=NC=CC=C1